C1(CC1)C1=C2CN(C(C2=CC(=C1)C(=O)N1CC(C1)O)=O)C1=CC(=CC=C1)[C@@H](CC1=NN=CN1C)C (R)-4-cyclopropyl-6-(3-hydroxyazetidine-1-carbonyl)-2-(3-(1-(4-methyl-4H-1,2,4-triazol-3-yl)propan-2-yl)phenyl)isoindolin-1-one